CC1=CC=C(C=N1)NC(OC[C@@H]1OC2=C(C3=C(N=C(S3)C3=C4N=CC(=NC4=CC(=C3)CO)OC)C(=C2)C)OC1)=O (R)-(2-(7-(hydroxymethyl)-2-methoxyquinoxalin-5-yl)-4-methyl-7,8-dihydro-[1,4]dioxino[2',3':3,4]benzo[1,2-d]thiazol-7-yl)methyl (6-methylpyridin-3-yl)carbamate